FC=1C=NC(=NC1)C=1C(=NN(C1C)C([2H])([2H])[2H])C=O (4-(5-fluoropyrimidin-2-yl)-5-methyl-1-(methyl-d3)-1H-pyrazol-3-yl)methanone